2-(4-bromo-2-methylphenyl)acetonitrile BrC1=CC(=C(C=C1)CC#N)C